C(=O)(O)C(=O)C(=O)O carboxyketone